(±)-cis-N-[8-chloro-6-(1,4-dimethyl-2-oxo-3-pyridinyl)-3-isoquinolinyl]-2-fluoro-cyclopropanecarboxamide ClC=1C=C(C=C2C=C(N=CC12)NC(=O)[C@H]1[C@H](C1)F)C=1C(N(C=CC1C)C)=O |r|